N-(4-cyanopyridine-2-Yl)benzamide C(#N)C1=CC(=NC=C1)NC(C1=CC=CC=C1)=O